[(1R,2R)-1-methyl-2-(2-pyridyldisulfanyl)propyl] (4-nitrophenyl) carbonate C(O[C@@H]([C@@H](C)SSC1=NC=CC=C1)C)(OC1=CC=C(C=C1)[N+](=O)[O-])=O